FC1=CC(=NC=C1F)C(C(=O)N)C (4,5-difluoropyridin-2-yl)propanamide